[Cl].C(C)[Al]CC diethylaluminium chlorine